NC1=CC=C(C=C1)C1=CN=C(S1)C1=C(C=C(C=C1)NC(OC(C)C)=O)S(NC(C)(C)C)(=O)=O isopropyl (4-(5-(4-aminophenyl)thiazol-2-yl)-3-(N-(tert-butyl)sulfamoyl) phenyl)carbamate